[Zn].C(CCCCCCCCCCC)C1=C(C=CC=C1)S(=O)(=O)O dodecyl-benzenesulfonic acid zinc